methyl 2-(8-(1-((3,5-difluorophenyl)amino)ethyl)-2-morpholino-4-oxo-4H-chromen-6-yl)acetate FC=1C=C(C=C(C1)F)NC(C)C=1C=C(C=C2C(C=C(OC12)N1CCOCC1)=O)CC(=O)OC